C(#N)C1=CC=C(C=C1)NC=1N=C(C2=C(N1)CN(CC2)C(=O)OC(C)(C)C)OC2=C(C=CC=C2C)C Tert-butyl 2-((4-cyanophenyl)amino)-4-(2,6-dimethylphenoxy)-5,8-dihydropyrido[3,4-d]pyrimidine-7(6H)-carboxylate